CC1=CC=C(C=C1)S(=O)(=O)NC([C@H](CC1=CC=C(C=C1)Br)NC(CN1C(SC(C1=O)=CC1=CC=C(C=C1)C1=CC=CC=C1)=O)=O)=O (S)-N-(4-Methylbenzenesulfonyl)-2-(2-(5-(([1,1'-biphenyl]-4-yl)methylene)-thiazolidine-2,4-dione-3-yl)acetamido)-3-(4-bromophenyl)propionamide